C1(CCCCC1)C[C@@H](NC1CCC(CC1)(C)CO)C(=O)N1[C@@H](CN(CC1)C(=O)OC1=C(C=CC=C1)Cl)C(NCC=1SC=CC1)=O 2-chlorophenyl (3S)-4-{3-cyclohexyl-N-[4-(hydroxymethyl)-4-methylcyclohexyl]-D-alanyl}-3-[(thiophen-2-ylmethyl)carbamoyl]piperazine-1-carboxylate